1-(3,4-dimethylphenyl)-3-(pyridin-3-yl)quinazoline-2,4(1H,3H)-dione CC=1C=C(C=CC1C)N1C(N(C(C2=CC=CC=C12)=O)C=1C=NC=CC1)=O